benzyl (2S)-4,4-difluoro-2-[(methanesulfonyloxy)methyl]pyrrolidine-1-carboxylate FC1(C[C@H](N(C1)C(=O)OCC1=CC=CC=C1)COS(=O)(=O)C)F